bocAminoacetic acid C(=O)(OC(C)(C)C)NCC(=O)O